5-bromo-4-chloro-2-ethyl-2H-indazole BrC1=C(C2=CN(N=C2C=C1)CC)Cl